FC=1C=C2C(=NC1)NC=C2C2=NC1=CC=CC=C1C(=N2)NC2C(C1CCC2CC1)C(=O)O (+/-)-trans-3-((2-(5-fluoro-1H-pyrrolo[2,3-b]pyridin-3-yl)quinazolin-4-yl)amino)bicyclo[2.2.2]octane-2-carboxylic acid